(E)-1-[4-[(2S)-2-Hydroxy-3-[4-[(E)-3-oxo-3-phenylprop-1-enyl]phenoxy]propoxy]phenyl]-3-phenylprop-2-en-1-one O[C@H](COC1=CC=C(C=C1)C(\C=C\C1=CC=CC=C1)=O)COC1=CC=C(C=C1)\C=C\C(C1=CC=CC=C1)=O